IC1=CN=C2N1C=CC=C2 3-iodoimidazo[1,2-a]pyridine